3,4,4-trichloro-2-butanol ClC(C(C)O)C(Cl)Cl